S1C=NC2=C1CCC2C(=O)O 5,6-dihydro-4H-cyclopentathiazole-4-carboxylic acid